FC1(CCC(CC1)/C=C/C1=NN(C2=NC=C(C=C21)NC(C=C)=O)CC)F (E)-N-(3-(2-(4,4-Difluorocyclohexyl)vinyl)-1-ethyl-1H-pyrazolo[3,4-b]pyridin-5-yl)acrylamide